7-(2-bromo-3-(3,6-di-tert-butyl-9H-carbazol-9-yl)-5-methylphenyl)-7H-dibenzo[b,g]carbazole BrC1=C(C=C(C=C1N1C2=CC=C(C=C2C=2C=C(C=CC12)C(C)(C)C)C(C)(C)C)C)N1C2=CC=C3C(=C2C=2C=C4C(=CC12)C=CC=C4)C=CC=C3